5-(5-cyano-6-(ethyl(2-hydroxyethyl)amino)pyridin-3-yl)-2-fluoro-N-(isoxazol-3-yl)-4-methylbenzamide C(#N)C=1C=C(C=NC1N(CCO)CC)C=1C(=CC(=C(C(=O)NC2=NOC=C2)C1)F)C